N-(2-aminoethyl)-3-aminopropyl-trimethoxysilane methyl-4-((2-(hexyloxy)-2-phenylvinyl)oxy)-3-methoxybenzoate COC(C1=CC(=C(C=C1)OC=C(C1=CC=CC=C1)OCCCCCC)OC)=O.NCCNCCC[Si](OC)(OC)OC